tert-butyl (R)-4-(4-((1-(2-methyl-3-(trifluoromethyl)phenyl)ethyl)amino)quinolin-6-yl)piperazine-1-carboxylate CC1=C(C=CC=C1C(F)(F)F)[C@@H](C)NC1=CC=NC2=CC=C(C=C12)N1CCN(CC1)C(=O)OC(C)(C)C